1',2',3',4',5,6,7,8-octahydro-[1,1'-binaphthyl]-2,8'-diol C=1(C(=CC=C2CCCCC12)O)C1CCCC2=CC=CC(=C12)O